O-(5,9,13-trimethyltetradec-4-enoyl)glycerin CC(=CCCC(=O)OCC(O)CO)CCCC(CCCC(C)C)C